C(CCCCC(=O)OC(C)(C)C)(=O)OOC(C)(C)C di-tert-butyl peroxyadipate